N=1C=C(N2C1C=CC=C2)C=2CC(CCC2)N 3-imidazo[1,2-a]pyridin-3-ylcyclohex-3-en-1-amine